[N+](=O)([O-])C1=CC=C(C=NN2C(CS(CC2)(=O)=O)C)O1 4-((5-Nitrofurfurylidene)amino)-3-methylthiomorpholine 1,1-dioxide